BrC=1C=C2CN(C(C2=CC1F)=O)C[C@H]1C[C@H](CCC1)NC=1C=NN(C(C1C(F)(F)F)=O)COCC[Si](C)(C)C 5-bromo-6-fluoro-2-[[(1R,3S)-3-[[6-oxo-5-(trifluoromethyl)-1-(2-trimethylsilylethoxymethyl)pyridazin-4-yl]amino]cyclohexyl]methyl]isoindolin-1-one